CN1C=NC=C1C(=O)OCC ethyl 1-methyl-1H-imidazole-5-formate